Ethyl 2-(2,6-dimethyl-4-((4-(4-(meth-ylthio)phenyl)-5-oxo-4,5-dihydro-1H-1,2,4-triazol-1-yl)methyl)phenoxy)-2-methylpropionate CC1=C(OC(C(=O)OCC)(C)C)C(=CC(=C1)CN1N=CN(C1=O)C1=CC=C(C=C1)SC)C